C1(CC1)N1C(N(C(C1=O)C(F)F)C=1N=C2N(CCSC3=C2C=CC(=C3)N3[C@@H](CCC3)C(=O)N)C1)=O (2S)-1-(2-(3-cyclopropyl-5-(difluoromethyl)-2,4-dioxoimidazolidin-1-yl)-5,6-dihydrobenzo[f]imidazo[1,2-d][1,4]thiazepin-9-yl)pyrrolidine-2-carboxamide